2-((2s,7s)-2-methyl-7-(trifluoromethyl)-1,4-oxazepan-4-yl)-N-(2-sulfamoylpyridin-4-yl)-5-(trifluoromethyl)nicotinamide C[C@@H]1O[C@@H](CCN(C1)C1=C(C(=O)NC2=CC(=NC=C2)S(N)(=O)=O)C=C(C=N1)C(F)(F)F)C(F)(F)F